C(C)(C)(C)OC(=O)NCC[N+]=1N(C=CC1)CCCNC(=O)OC(C)(C)C 2-(2-((tert-Butoxycarbonyl)-amino)ethyl)-1-(3-((tert-Butoxycarbonyl)amino)propyl)-1H-pyrazol-2-ium